[Si](C)(C)(C(C)(C)C)OC1CCCC2OC3=NC(=C(C4=NC(=NC(N(C12)C)=C43)SC)F)Cl 11-((tert-butyldimethylsilyl)oxy)-5-chloro-4-fluoro-12-methyl-2-(methylthio)-7a,8,10,11,11a,12-hexahydro-9H-7-oxa-1,3,6,12-tetraazapleiadene